tert-butyl (cyclobutylmethyl)((3R)-1-(1-(1-(4-(5-(difluoromethoxy)pyridin-3-yl)-1H-1,2,3-triazol-1-yl) ethyl)-2-oxo-1,2-dihydropyridin-4-yl)piperidin-3-yl)carbamate C1(CCC1)CN(C(OC(C)(C)C)=O)[C@H]1CN(CCC1)C1=CC(N(C=C1)C(C)N1N=NC(=C1)C=1C=NC=C(C1)OC(F)F)=O